ClC1=CC=C(C(=N1)C=O)N1CCC(CC1)(O)COCCCC(=O)OC(C)(C)C tert-butyl 4-{[1-(6-chloro-2-formylpyridin-3-yl)-4-hydroxypiperidin-4-yl]methoxy}butanoate